COC1=CC=C(CN(C2=CC=C(C(=N2)C2=C(C=C3C(=NC(=NC3=C2)OC[C@H]2N(CCC2)CC(F)F)N2CCN(CC2)C(=O)OC(C)(C)C)Cl)C(F)(F)F)CC2=CC=C(C=C2)OC)C=C1 tert-butyl (S)-4-(7-(6-(bis(4-methoxybenzyl)amino)-3-(trifluoromethyl)pyridin-2-yl)-6-chloro-2-((1-(2,2-difluoroethyl)pyrrolidin-2-yl)methoxy)quinazolin-4-yl)piperazine-1-carboxylate